1-(8-(4-(trifluoromethyl)cyclohex-1-en-1-yl)quinoline-3-carbonyl)imidazolidin-2-on FC(C1CC=C(CC1)C=1C=CC=C2C=C(C=NC12)C(=O)N1C(NCC1)=O)(F)F